4-(4-amino-3-((4-fluorophenyl)methoxy)phenyl)-1H-pyrazolo[4,3-c]pyridin-3-amine NC1=C(C=C(C=C1)C1=NC=CC2=C1C(=NN2)N)OCC2=CC=C(C=C2)F